COC(C(=O)O)CC1=CC(=CC=C1)N 2-methoxy-3-(3'-aminophenyl)propionic acid